[C-]#[C-].[C-]#[C-].[C-]#[C-].[Sn+4] tin tri(acetylide)